(3-((2-(dimethylamino)ethyl)(methyl)amino)-4-aminophenyl)methanone tert-butyl-3-[(4-bromo-3-fluoro-phenyl)methylene]azetidine-1-carboxylate C(C)(C)(C)OC(=O)N1CC(C1)=CC1=CC(=C(C=C1)Br)F.CN(CCN(C=1C=C(C=CC1N)C=O)C)C